2-(3-(2-((1,5-dimethyl-1H-pyrazol-3-yl)amino)-5-methylpyrimidin-4-yl)-1H-indol-7-yl)-4-(2-methoxyphenyl)isoindolin-1-one titanium aluminum carbon [C].[Al].[Ti].CN1N=C(C=C1C)NC1=NC=C(C(=N1)C1=CNC2=C(C=CC=C12)N1C(C2=CC=CC(=C2C1)C1=C(C=CC=C1)OC)=O)C